BrC=1C(=C(N(C1C(F)(F)F)COCC)C1=CC=C(C=C1)Cl)C#N 4-bromo-2-(p-chlorophenyl)-1-ethoxymethyl-5-(trifluoromethyl)-pyrrole-3-nitrile